3-chloro-9-(4-chlorophenyl)-7-((2S,4S)-2-(1-cyclopropyl-1H-pyrazol-4-yl)tetrahydro-2H-pyran-4-yl)-2-methyl-4H-pyrazino[1,2-a]pyrimidin-4-one ClC1=C(N=C2N(C1=O)C=C(N=C2C2=CC=C(C=C2)Cl)[C@@H]2C[C@H](OCC2)C=2C=NN(C2)C2CC2)C